1-(3-((2-((4-(1,4-diazabicyclo[3.2.1]octan-4-yl)-2-ethylphenyl)amino)-5-(trifluoromethyl)pyrimidin-4-yl)amino)propyl)-3,3-dimethylazetidin-2-one N12CCN(C(CC1)C2)C2=CC(=C(C=C2)NC2=NC=C(C(=N2)NCCCN2C(C(C2)(C)C)=O)C(F)(F)F)CC